5-ethyl-2,5,6,7-tetrahydro-4H-pyrrolo[3,4-c]pyridin-4-one C(C)N1C(C=2C(CC1)=CNC2)=O